C(C1=CC=CC=C1)O[C@@H]1C[C@H](C1)OC1=C(C=C2C(=N1)OC(C2)(C)C)C(=O)NC2=NC(=CC=C2)C=2C=NN(C2)C 6-(trans-3-(benzyloxy)cyclobutoxy)-2,2-dimethyl-N-(6-(1-methyl-1H-pyrazol-4-yl)pyridin-2-yl)-2,3-dihydrofuro[2,3-b]pyridine-5-carboxamide